(5-((2R,3S,5R)-3-(3,4-difluoro-2-methoxyphenyl)-5-methyl-5-(trifluoromethyl)tetrahydrothiophene-2-carboxamido)-2-fluorophenyl)boronic acid FC=1C(=C(C=CC1F)[C@H]1[C@@H](S[C@](C1)(C(F)(F)F)C)C(=O)NC=1C=CC(=C(C1)B(O)O)F)OC